N-[4-(3-cyanophenyl)-5-(2,6-dimethyl-4-pyridinyl)thiazol-2-yl]-2-cyclopropyl-piperazine-1-carboxamide C(#N)C=1C=C(C=CC1)C=1N=C(SC1C1=CC(=NC(=C1)C)C)NC(=O)N1C(CNCC1)C1CC1